methyl 2-{[6-(benzyloxy)-5-fluoro-3-nitropyridin-2-yl]oxy}acetate C(C1=CC=CC=C1)OC1=C(C=C(C(=N1)OCC(=O)OC)[N+](=O)[O-])F